9,9-bis(trifluoromethyl)-2,3,6,7-tetramethyl-xanthene n-docosyl-tetradecanoate C(CCCCCCCCCCCCCCCCCCCCC)OC(CCCCCCCCCCCCC)=O.FC(C1(C2=CC(=C(C=C2OC=2C=C(C(=CC12)C)C)C)C)C(F)(F)F)(F)F